CC1(CC1)C(=O)N1C(CNC(C1)C=1SC=CC1)C (1-methylcyclopropyl)-[2-methyl-5-(2-thienyl)piperazin-1-yl]methanone